C(C)(=O)OC1=C(C=CC=C1)CC(=O)OC(C)Cl 1-chloroethyl 2-(2-acetoxyphenyl)acetate